2-(2,2-dimethoxyethyl)-8-methyl-6-(2-phenylpropoxy)-[1,2,4]triazolo[1,5-a]pyridine COC(CC1=NN2C(C(=CC(=C2)OCC(C)C2=CC=CC=C2)C)=N1)OC